B(OC(C)C(C)(C)C)([O-])OB([O-])[O-] pinacolyl diborate